C(CC)C1CCC(CC1)C1=CC=C(C=C1)C#N 4-(4'-n-propylcyclohexyl)-cyanobenzene